CN1CCC2(CN(C2)C(=O)OC2=CC=C3C(=CC=NC3=C2)NC2=CN=NC(=C2)C2=C(C=CC(=C2)Cl)F)CC1 4-{[6-(5-chloro-2-fluorophenyl)pyridazin-4-yl]amino}-quinolin-7-yl 7-methyl-2,7-diazaspiro[3.5]nonane-2-carboxylate